8-(6-bromo-3-ethylsulfonyl-5-fluoro-7,9-dihydrofuro[3,4-f]quinazolin-1-yl)-3,8-diazabicyclo[3.2.1]octane-3-carboxylic acid tert-butyl ester C(C)(C)(C)OC(=O)N1CC2CCC(C1)N2C2=NC(=NC=1C(=C(C3=C(C21)COC3)Br)F)S(=O)(=O)CC